CCCCCCCCCCCCCCCC(=O)OC[C@H](COP(=O)(O)O)OC(=O)CCC/C=C\\C/C=C\\C/C=C\\C/C=C\\CCCCC The molecule is a 1,2-diacyl-sn-glycerol 3-phosphate in which the 1- and 2-acyl groups are specified as hexadecanoyl (palmitoyl) and 5Z,8Z,11Z,14Z-eicosatetraenoyl (arachidonoyl) respectively. It is a conjugate acid of a 1-hexadecanoyl-2-(5Z,8Z,11Z,14Z-eicosatetraenoyl)-sn-glycero-3-phosphate(2-).